bis(tri-tert-butyl-phosphine) palladium(0) [Pd].C(C)(C)(C)P(C(C)(C)C)C(C)(C)C.C(C)(C)(C)P(C(C)(C)C)C(C)(C)C